N-(azetidin-3-ylmethyl)-1-[2-chloro-4-[[3-(3-fluoro-4-methoxy-phenyl)imidazo[1,2-a]pyrazin-8-yl]amino]benzoyl]piperidine-4-carboxamide N1CC(C1)CNC(=O)C1CCN(CC1)C(C1=C(C=C(C=C1)NC=1C=2N(C=CN1)C(=CN2)C2=CC(=C(C=C2)OC)F)Cl)=O